DL-2-methylbutyric acid ethyl ester CCC(C)C(=O)OCC